5-chloro-3-(2-methoxyethyl)-4-oxo-3,4-dihydroquinazoline ClC1=C2C(N(C=NC2=CC=C1)CCOC)=O